(+/-)-4-amino-2,2-dimethylcyclohexanol NC1CC(C(CC1)O)(C)C